CC(CC)CCCCCCCCCC(CC(CCCCCCCCCCCCCCCCCCCC)C)C 3,13,15-trimethylpentatriacontane